C1(CC1)C1=CC=C(C=C1)C1=NN=C(O1)N[C@@H]1C(NC[C@H]1C1=C(C=C(C=C1F)OC)F)=O (3S,4R)-3-{[5-(4-cyclopropylphenyl)-1,3,4-oxadiazol-2-yl]amino}-4-(2,6-difluoro-4-methoxyphenyl)pyrrolidin-2-one